BrC1=NN(C2=C1C(=NC=C2C2=CCC(CC2)NC2COC2)N)C(C)C 3-bromo-1-isopropyl-7-(4-(oxetan-3-ylamino)cyclohex-1-en-1-yl)-1H-pyrazolo[4,3-c]pyridin-4-amine